NCCCCN(CCCCN)CCCCCCCCCCCC N-(4-aminobutyl)-N-dodecyl-1,4-butanediamine